1-(1-(((2-fluorophenyl)sulfonyl)pyrrolidin-3-yl)-1,6-dihydroimidazo[4,5-d]Pyrrolo[2,3-b]pyridin-2-yl)ethanol FC1=C(C=CC=C1)S(=O)(=O)N1CC(CC1)N1C(=NC=2C1=C1C(=NC2)NC=C1)C(C)O